C1(CC1)C(=O)NC=1SC2=C(C1C(NCC1CC1)=O)C[C@@H](CC2)NC(OC(C)(C)C)=O tert-Butyl N-[(5R)-2-(cyclopropanecarbonylamino)-3-(cyclopropylmethylcarbamoyl)-4,5,6,7-tetrahydrobenzothiophen-5-yl]carbamate